ClC=1C=C(C=CC1F)NC(=O)C1=C(N(C(=C1C)C(C(=O)NC=1SC=C(N1)C)=O)C)C N-(3-chloro-4-fluorophenyl)-1,2,4-trimethyl-5-(2-((4-methylthiazol-2-yl)amino)-2-oxoacetyl)-1H-pyrrole-3-carboxamide